3-(6-fluoro-1,2,3,4-tetrahydronaphthalen-1-yl)-2,9-dimethyl-4H,6H-thieno[2,3-e][1,2,4]triazolo[3,4-c][1,4]oxazepine FC=1C=C2CCCC(C2=CC1)C1=C(SC=2N3C(COCC21)=NN=C3C)C